NN1CC=C(C=C1)C1=CC=NC=C1 1-amino-4,4'-bipyridine